6-methoxy-5-(3-methoxyphenyl)-6-oxo-1-phenylhexane-3-yl benzoate C(C1=CC=CC=C1)(=O)OC(CCC1=CC=CC=C1)CC(C(=O)OC)C1=CC(=CC=C1)OC